3,4-difluoro-5-(1-methyl-3-(trifluoromethyl)-1H-pyrazol-5-yl)-N-(6-methylpyridin-2-yl)benzamide FC=1C=C(C(=O)NC2=NC(=CC=C2)C)C=C(C1F)C1=CC(=NN1C)C(F)(F)F